1,1-dichloropropene ClC(=CC)Cl